C1(CC1)N1N=CC(=C1)C1N(C(=CC=N1)C1=CC=C(C=C1)OC(F)(F)F)CC(C)(C)O 2-(1-Cyclopropyl-1H-pyrazol-4-yl)-N-(2-hydroxy-2-methylpropyl)-6-[4-(trifluoromethoxy)phenyl]pyrimidin